C(#N)C=1C=C(CC=2NC(=NN2)C(=O)N[C@@H]2C(N(C3=C(OC2)C=CC=N3)C)=O)C=CC1 (S)-5-(3-cyanobenzyl)-N-(5-methyl-4-oxo-2,3,4,5-tetrahydropyrido[3,2-b][1,4]oxazepin-3-yl)-4H-1,2,4-triazole-3-carboxamide